p-fluoro-azobenzene FC1=CC=C(C=C1)N=NC1=CC=CC=C1